NC=1C=2N(C3=CC(=C(C=C3N1)F)C(=O)N([C@@H]1[C@H]3[C@@H](C=4C=C(C=CC14)C(F)(F)F)C3)C)C=NC2 4-amino-7-fluoro-N-methyl-N-((1aS,6R,6aR)-3-(trifluoromethyl)-1,1a,6,6a-tetrahydrocyclopropa[a]inden-6-yl)imidazo[1,5-a]quinoxaline-8-carboxamide